5-thiaspiro[2.4]heptan-6-one C1CC12CSC(C2)=O